(S)-2-amino-4-((((2S,3S,4R,5R)-5-(6-amino-9H-purin-9-yl)-3,4-dihydroxytetrahydrofuran-2-yl)methyl)thio)-1-(λ1-oxidaneyl)butan-1-one N[C@H](C(=O)[O])CCSC[C@H]1O[C@H]([C@@H]([C@@H]1O)O)N1C2=NC=NC(=C2N=C1)N